tri-t-butylsilyl fluoride C(C)(C)(C)[Si](C(C)(C)C)(C(C)(C)C)F